The molecule is a trans-3-enoyl-CoA(4-) obtained by deprotonation of the phosphate and diphosphate OH groups of trans-dec-3-enoyl-CoA; major species at pH 7.3. It is a trans-3-enoyl-CoA(4-), a 4-saturated-trans-3-enoyl-CoA(4-) and a medium-chain fatty acyl-CoA(4-). It is a conjugate base of a trans-dec-3-enoyl-CoA. CCCCCC/C=C/CC(=O)SCCNC(=O)CCNC(=O)[C@@H](C(C)(C)COP(=O)([O-])OP(=O)([O-])OC[C@@H]1[C@H]([C@H]([C@@H](O1)N2C=NC3=C(N=CN=C32)N)O)OP(=O)([O-])[O-])O